COC(C(CCC=O)C(C)=O)=O 2-ACETYL-5-OXO-PENTANOIC ACID METHYL ESTER